C(C)NC(CN(C)C1=C(C=C(C=C1)[N+](=O)[O-])C=O)=O N-ETHYL-2-[(2-FORMYL-4-NITROPHENYL)(METHYL)AMINO]ACETAMIDE